benzyl 4-[8-(1-tert-butoxycarbonyl-3-piperidyl)-2-(4-hydroxybutylamino)-7-oxo-pyrido[2,3-d]pyrimidin-6-yl]-8-methyl-2,3-dihydroquinoxaline-1-carboxylate C(C)(C)(C)OC(=O)N1CC(CCC1)N1C(C(=CC2=C1N=C(N=C2)NCCCCO)N2CCN(C1=C(C=CC=C21)C)C(=O)OCC2=CC=CC=C2)=O